diphenoxy chlorophosphonate ClP(OOC1=CC=CC=C1)(OOC1=CC=CC=C1)=O